3-Ethyl-5-methyl-2-(acetoxymethyl)-4-(3,5-difluoro-2-(trifluoromethyl) phenyl)-6-(fluoromethyl)-1,4-dihydropyridine-3,5-dicarboxylate C(C)C1(C(NC(C(C1C1=C(C(=CC(=C1)F)F)C(F)(F)F)(C(=O)[O-])C)CF)COC(C)=O)C(=O)[O-]